C[Si]1(CC=CC=C1)C 1,1-dimethylsilainine